ClC1=C(C=C(C=C1)F)C1=CC=C(N=N1)NCC1=CSC=2CN(CCC21)CC2CCOCC2 6-(2-chloro-5-fluorophenyl)-N-((6-((tetrahydro-2H-pyran-4-yl)methyl)-4,5,6,7-tetrahydrothieno[2,3-c]pyridin-3-yl)methyl)pyridazin-3-amine